calcium 4-aminobutyric acid NCCCC(=O)O.[Ca]